3-[4-[7,7-difluoro-2-[(2R)-2-(trifluoromethyl)azetidin-1-yl]-5,6-dihydrocyclopenta[d]pyrimidin-4-yl]phenyl]oxetan-3-amine FC1(CCC2=C1N=C(N=C2C2=CC=C(C=C2)C2(COC2)N)N2[C@H](CC2)C(F)(F)F)F